O\N=C\C1[C@H]2CN(C[C@@H]12)C(=O)OC(C)(C)C tert-butyl (1R,5S,6r)-6-[(E)-(hydroxyimino)methyl]-3-azabicyclo[3.1.0]hexane-3-carboxylate